ethyl [6-(benzyloxy)-7-bromo-8-fluoro-3,4-dihydronaphthalen-2(1H)-ylidene]acetate C(C1=CC=CC=C1)OC=1C=C2CCC(CC2=C(C1Br)F)=CC(=O)OCC